FC1(CN(CC1)C1CCC(CC1)N1C(NC2=C1C=C(C(=C2)C=2C=C(C=1N(C2)N=CN1)OC)C(C)C)=O)F 1-(4-(3,3-difluoropyrrolidin-1-yl)cyclohexyl)-6-isopropyl-5-(8-methoxy-[1,2,4]triazolo[1,5-a]pyridin-6-yl)-1,3-dihydro-2H-benzo[d]imidazol-2-one